C(#N)C=1N(C2=C(C=CC(=C2C1)OC)F)CCNC1=CC(=NC=N1)C1=CC(=C(S1)C(=O)NS(=O)(=O)C)OCC N-(5-{6-[2-(2-Cyano-7-fluoro-4-methoxy-indol-1-yl)-ethylamino]-pyrimidin-4-yl}-3-ethoxy-thiophen-2-carbonyl)-methansulfonamid